butyryl-oxysuccinimide C(CCC)(=O)OC1C(=O)NC(C1)=O